C1(=CC=CC=C1)C=1N=C(C=2N(C1)N=CC2)O[C@H]2CCN(CCC2)C(C=C)=O (R)-1-(4-((6-phenylpyrazolo[1,5-a]pyrazin-4-yl)oxy)azepan-1-yl)prop-2-en-1-one